tert-butyl 4-((1-(6-(((1r,4r)-4-(3-chloro-4-cyano-2-methylphenoxy)cyclohexyl)-carbamoyl)pyridazin-3-yl)piperidin-4-yl)methyl)piperazine-1-carboxylate ClC=1C(=C(OC2CCC(CC2)NC(=O)C2=CC=C(N=N2)N2CCC(CC2)CN2CCN(CC2)C(=O)OC(C)(C)C)C=CC1C#N)C